1-(3-methyl-pyridin-2-yl)-1H-pyrrole-2-carbaldehyde CC=1C(=NC=CC1)N1C(=CC=C1)C=O